1-(4-(trifluoromethoxy)phenyl)piperidin FC(OC1=CC=C(C=C1)N1CCCCC1)(F)F